CC1(OB(OC1(C)C)[C@@H]1[C@H](C1)C1=CC2=C(N=CS2)C=C1)C 6-((1S,2S)-2-(4,4,5,5-tetramethyl-1,3,2-dioxaborolan-2-yl)cyclopropyl)benzo[d]thiazole